1-((2R,5S)-2,5-dimethyl-4-(5-(pyridin-4-yl)-7-tosyl-7H-pyrrolo[2,3-d]pyrimidin-4-yl)piperazin-1-yl)-2-hydroxy-2-methylpropan-1-one C[C@H]1N(C[C@@H](N(C1)C=1C2=C(N=CN1)N(C=C2C2=CC=NC=C2)S(=O)(=O)C2=CC=C(C)C=C2)C)C(C(C)(C)O)=O